4-((2-methylpyridin-4-yl)ethynyl)benzoic acid CC1=NC=CC(=C1)C#CC1=CC=C(C(=O)O)C=C1